CN1C(=NC2=C1C=CC(=C2)C(=O)OCC)NC=2OC1=C(N2)C=C(C=C1)C(F)(F)F ethyl 1-methyl-2-((5-(trifluoromethyl) benzo[d]oxazol-2-yl) amino)-1H-benzo[d]imidazole-5-carboxylate